CC(CC1=CC=C(C=C1)C1CN(C1)C(=O)N1C[C@@H]2[C@@H](OCC(N2)=O)CC1)(C)C (4aR,8aS)-6-[3-[4-(2,2-dimethylpropyl)phenyl]azetidine-1-carbonyl]-4,4a,5,7,8,8a-hexahydropyrido[4,3-b][1,4]oxazin-3-one